2-{3-[(3r,5s)-3,5-dimethylpiperazin-1-yl]-1,2,4-triazin-6-yl}-5-(6-methyl-[1,3]thiazolo[4,5-b]pyrazin-2-yl)phenol dihydrochloride Cl.Cl.C[C@@H]1CN(C[C@@H](N1)C)C=1N=NC(=CN1)C1=C(C=C(C=C1)C=1SC=2C(=NC=C(N2)C)N1)O